NCCOC12CC3(C[C@](C[C@@](C1)(C3)C)(C2)C)CN2N=CC(=C2C)C=2C(=NC(=CC2)C(=O)C=2N=NC(=C(C2)C)Cl)C(=O)O 3-(1-(((1r,3s,5R,7S)-3-(2-aminoethoxy)-5,7-dimethyladamantan-1-yl)methyl)-5-methyl-1H-pyrazol-4-yl)-6-(6-chloro-5-methylpyridazine-3-carbonyl)picolinic acid